(R)-5-isopropyl-5-{4-[4-(6-methyl-1H-indol-3-yl)piperidine-1-carbonyl]phenyl}imidazolidine-2,4-dione C(C)(C)[C@]1(C(NC(N1)=O)=O)C1=CC=C(C=C1)C(=O)N1CCC(CC1)C1=CNC2=CC(=CC=C12)C